4-(N,N-dioctylamino)phenylboronic acid pinacol ester C(CCCCCCC)N(CCCCCCCC)C1=CC=C(C=C1)B1OC(C)(C)C(C)(C)O1